(S)-6-(1-(3-(1H-1,2,3-triazol-1-yl)propanoyl)-1,2,5,6-tetrahydropyridin-3-yl)-7-fluoro-4-(1-methylpyrrolidin-3-yl)-1H-indole-2-carboxylic acid N1(N=NC=C1)CCC(=O)N1CC(=CCC1)C1=CC(=C2C=C(NC2=C1F)C(=O)O)[C@H]1CN(CC1)C